1-(4-fluorobenzyl)-4-hydroxy-N-(1-(hydroxymethyl)cyclopentyl)-2-oxo-1,2-dihydro-1,8-naphthyridine-3-carboxamide FC1=CC=C(CN2C(C(=C(C3=CC=CN=C23)O)C(=O)NC2(CCCC2)CO)=O)C=C1